3,5-dimethyl-1,2,4-thiadiazol CC1=NSC(=N1)C